[Si](C)(C)(C(C)(C)C)OC=1C=C2C(=NN(C2=CC1)C1OCCCC1)C1=CC=CC(=N1)OCCOCC[C@@H](C)CS(=O)(=O)[O-] [(1R)-3-[2-[[6-[5-[tert-butyl(dimethyl)silyl]oxy-1-tetrahydropyran-2-yl-indazol-3-yl]-2-pyridyl]oxy]ethoxy]-1-methyl-propyl]methanesulfonate